6-amino-4-azaspiro[2.5]octane-carboxylic acid tert-butyl ester C(C)(C)(C)OC(=O)C1CC12NCC(CC2)N